NC1=NC=2C=CC(=CC2C2=C1[C@@H](OC2)C)C(=O)N(CC2=NC=C(C=C2)C(F)(F)F)C[C@@H](CO)C (3S)-4-amino-N-((2S)-3-hydroxy-2-methylpropyl)-3-methyl-N-((5-(trifluoromethyl)-2-pyridinyl)methyl)-1,3-dihydrofuro[3,4-c]quinoline-8-carboxamide